ClC1=CC(=C(CSC2=CC=NN2C2CCNCC2)C=C1)F 4-(5-((4-chloro-2-fluorobenzyl)thio)-1H-pyrazol-1-yl)piperidine